O1C(=NC2=C1N=CC=C2)C2=CC=C(C=C2)N(C2=CC=C(C=C2)C=2OC1=C(C2)C=CC=C1)C1=CC=C(C=C1)C1=CC=C(C=C1)C1=CC=CC2=C1SC1=C2C=CC=C1 4-(7-azabenzooxazol-2-yl)-phenyl-(4'-(dibenzothiophen-4-yl)-biphenyl-4-yl)-(4-(benzofuran-2-yl)-phenyl)-amine